1-[4-chloro-6-(trifluoromethyl)-3-pyridyl]-3-[(1S)-1-(2-pyrimidin-2-yl-1,2,4-triazol-3-yl)ethyl]urea ClC1=C(C=NC(=C1)C(F)(F)F)NC(=O)N[C@@H](C)C=1N(N=CN1)C1=NC=CC=N1